N-[(4S,5S)-7-ethyl-4-(4-fluorophenyl)-3-methyl-6-oxo-1-phenyl-1H,4H,5H,6H,7H-pyrazolo[3,4-b]pyridin-5-yl]-3-fluorobenzamide C(C)N1C2=C([C@@H]([C@@H](C1=O)NC(C1=CC(=CC=C1)F)=O)C1=CC=C(C=C1)F)C(=NN2C2=CC=CC=C2)C